3-(methylamino)propan CNCCC